C1(=C(C=CC=C1)NS(=O)(=O)C1=C(C=CC=C1)NC(=O)NS(=O)(=O)C1=CC=CC=C1)C N-(2-tolyl)-2-(3-(phenylsulfonyl)ureido)benzenesulfonamide